OC1(CN(CCC1)C=1C2=C(N=C(N1)OCC1(CC1)CN1CCC(CC1)OC)CNC2)C 4-(3-hydroxy-3-methylpiperidin-1-yl)-2-((1-((4-methoxypiperidin-1-yl)methyl)cyclopropyl)methoxy)-5,7-dihydro-6H-pyrrolo[3,4-d]pyrimidin